tert-butyldiphenylsilyl trifluoromethanesulfonate FC(S(=O)(=O)O[Si](C1=CC=CC=C1)(C1=CC=CC=C1)C(C)(C)C)(F)F